Z-1-bromo-6,6-dimethyl-2-heptene-4-yne BrC\C=C/C#CC(C)(C)C